3,5-dichloro-4-(2-methyl-5-(1-methyl-1H-pyrazol-4-yl)-4-oxo-1,7-naphthyridin-1(4H)-yl)benzonitrile ClC=1C=C(C#N)C=C(C1N1C(=CC(C2=C(C=NC=C12)C=1C=NN(C1)C)=O)C)Cl